O=CCS(=O)(=O)O 2-oxoethane-1-sulfonic acid